NC=1C2=C(N(C(N1)=O)C1CC(NCC1)=O)N=C(C=C2)C2CC2 4-amino-7-cyclopropyl-1-(2-oxopiperidin-4-yl)pyrido[2,3-d]pyrimidin-2(1H)-one